C1(C(=C)CC(=O)O1)=O itaconic acid, (Anhydride)